FC(OC[C@H]1N(C[C@H](C1)OC1=CC=C(C=C1)C(F)(F)F)C1=CC=C(C(=O)O)C=C1)F 4-((2S,4S)-2-((difluoromethoxy)methyl)-4-(4-(trifluoromethyl)phenoxy)Pyrrolidin-1-yl)benzoic acid